ClC=1C=CC(=C(C1)C1=CC(=C(N=N1)SCCO)NC1=CC(=NC=C1)NC(=O)C12CC(C1)(C2)CN2CC(NC(C2)C)C)F N-(4-{[6-(5-chloro-2-fluorophenyl)-3-[(2-hydroxyethyl)sulfanyl]pyridazin-4-yl]amino}pyridin-2-yl)-3-[(3,5-dimethylpiperazin-1-yl)methyl]bicyclo[1.1.1]pentane-1-carboxamide